6-(piperidin-3-ylthio)pyridazine hydrochloride Cl.N1CC(CCC1)SC1=CC=CN=N1